4-(7-fluoro-5-(methylamino)-9-oxo-4,9-dihydro-1H-pyrrolo[3,2-b]quinolin-2-yl)benzoic acid FC1=CC=2C(C3=C(NC2C(=C1)NC)C=C(N3)C3=CC=C(C(=O)O)C=C3)=O